C[C@H]([C@H](C(C)=O)C1=CC=C(C=C1)C)\C=C\C1=CC=CC=C1 (3S,4S,E)-4-methyl-6-phenyl-3-(p-tolyl)hex-5-en-2-one